(S)-N-(3-(3,4-dihydroisoquinolin-2(1H)-yl)-2-hydroxypropyl)-2-(2-methoxyethyl)-1-oxo-1,2,3,4-tetrahydroisoquinoline-6-carboxamide C1N(CCC2=CC=CC=C12)C[C@H](CNC(=O)C=1C=C2CCN(C(C2=CC1)=O)CCOC)O